N-((5-(4-(((2S,4R)-2-methyl-1-propionyl-1,2,3,4-tetrahydroquinolin-4-yl)amino)phenyl)thiophen-2-yl)methyl)cyclohexane-1-carboxamide C[C@@H]1N(C2=CC=CC=C2[C@@H](C1)NC1=CC=C(C=C1)C1=CC=C(S1)CNC(=O)C1CCCCC1)C(CC)=O